5-(3-chloro-2-fluoro-6-(1H-tetrazol-1-yl)phenyl)-2-(1-(1-(difluoromethyl)-1H,1'H-[3,4'-bipyrazol]-1'-yl)-2-(4-fluorophenyl)ethyl)pyridine 1-oxide ClC=1C(=C(C(=CC1)N1N=NN=C1)C=1C=CC(=[N+](C1)[O-])C(CC1=CC=C(C=C1)F)N1N=CC(=C1)C1=NN(C=C1)C(F)F)F